6-acetyl-2-(3-chloro-5-piperazin-1-yl-pyridin-2-ylamino)-8-cyclopentyl-5-methyl-8H-pyrido[2,3-d]Pyrimidin-7-one C(C)(=O)C1=C(C2=C(N=C(N=C2)NC2=NC=C(C=C2Cl)N2CCNCC2)N(C1=O)C1CCCC1)C